N-(2-(methyl(piperidin-4-yl)amino)pyrimidin-5-yl)-4,6-dihydro-5H-pyrrolo[3,4-d]thiazole-5-carboxamide CN(C1=NC=C(C=N1)NC(=O)N1CC=2N=CSC2C1)C1CCNCC1